O1CCC(CC1)NC=1C(=CC=CC1)N N1-(Tetrahydro-2H-pyran-4-yl)benzene-1,2-diamine